1,2-diphenylethyl ((S)-1-(((S)-1-cyano-3-((S)-2-oxopyrrolidin-3-yl)-1-(tetrahydro-1λ4-thiophen-1-ylidene)propan-2-yl)amino)-4-methyl-1-oxopentan-2-yl)carbamate C(#N)C([C@H](C[C@H]1C(NCC1)=O)NC([C@H](CC(C)C)NC(OC(CC1=CC=CC=C1)C1=CC=CC=C1)=O)=O)=S1CCCC1